5-(4-chlorophenyl)-1-methyl-4-oxo-1,4-dihydropyridine-3-carboxylic acid ClC1=CC=C(C=C1)C=1C(C(=CN(C1)C)C(=O)O)=O